C(=O)C1=CC=C(OC2=NC=C(C=O)C=C2)C=C1 6-(4-formylphenoxy)nicotinaldehyde